[1-[(6-fluoroimidazo[1,2-a]pyridin-2-yl)methyl]-5-methyl-1H-pyrazol-3-yl]-3-pyridinecarboxamide FC=1C=CC=2N(C1)C=C(N2)CN2N=C(C=C2C)C2=NC=CC=C2C(=O)N